COC=1C=CC=2N(C1)C(=NC2C2=CC(=CC=C2)OC)C2CNCCC2 6-methoxy-1-(3-methoxyphenyl)-3-(piperidin-3-yl)imidazo[1,5-a]pyridine